methyl-[1,1'-biphenyl]-2-carboxylic acid CC1=C(C(=CC=C1)C2=CC=CC=C2)C(=O)O